(3aR,4R-6R,6aR)-4-methoxy-2,2-dimethyl-6-vinyl-3a,4,6,6a-tetrahydrofuro[3,4-d][1,3]dioxole CO[C@@H]1O[C@@H]([C@H]2OC(O[C@H]21)(C)C)C=C